BrC=1C(=NC=C(N1)C#CCOC1OCCCC1)OCOCC[Si](C)(C)C 3-bromo-5-(3-((tetrahydro-2H-pyran-2-yl)oxy)prop-1-yn-1-yl)-2-((2-(trimethylsilyl)ethoxy)methoxy)pyrazine